benzyl 3-(hydroxymethyl)cyclobutane-1-carboxylate OCC1CC(C1)C(=O)OCC1=CC=CC=C1